2-(trifluoromethyl)-5-(3-(difluoromethoxy)phenyl)-N-(3-(2-propoxy)-1,2,4-thiadiazol-5-yl)furan-3-carboxamide FC(C=1OC(=CC1C(=O)NC1=NC(=NS1)OC(C)C)C1=CC(=CC=C1)OC(F)F)(F)F